4-chloro-6-(1H-imidazol-1-yl)-N-((1r,4r)-4-methoxycyclohexyl)pyridinecarboxamide ClC1=CC(=NC(=C1)N1C=NC=C1)C(=O)NC1CCC(CC1)OC